(R)-5-Chloro-6-(pyrrolidin-3-yloxy)pyridine ClC=1C=CC=NC1O[C@H]1CNCC1